7-(4-(dipropylamino) butyl)-7-hydroxytridecane-1,13-diylbis(2-hexyldecanoate) C(CC)N(CCCCC(CCCCCCC(C(=O)[O-])(CCCCCCCC)CCCCCC)(CCCCCCC(C(=O)[O-])(CCCCCCCC)CCCCCC)O)CCC